Aminoacridin NC1=CC=CC2=NC3=CC=CC=C3C=C12